CC1=C(C(=C(C=C1)NC2=CC=CC=C2)C)C trimethyldiphenylamine